4-hydroxy-3,5-bis(1-pyrrolidinomethyl)benzylamine OC1=C(C=C(CN)C=C1CN1CCCC1)CN1CCCC1